N-cyclopropyl-3-{1-[6-(1-hydroxy-ethyl)-imidazo[1,2-a]pyridin-3-yl]-1H-imidazol-4-yl}-4-methyl-benzamide C1(CC1)NC(C1=CC(=C(C=C1)C)C=1N=CN(C1)C1=CN=C2N1C=C(C=C2)C(C)O)=O